S1S[C@@H](CC1)CCCCC(=O)OCN1C=CC2=C1N=CN=C2C=2C=NN(C2)[C@@H](CC#N)C2CCCC2 [4-[(1S)-1-(2-cyano-1-cyclopentyl-ethyl)pyrazol-4-yl]pyrrolo[2,3-d]pyrimidin-7-yl]methyl 5-[(3R)-dithiolan-3-yl]pentanoate